N-[3-chloro-4-[4-[2-(dimethylamino)ethyl]piperazine-1-carbonyl]phenyl]-5-(3-fluoro-4-methoxy-phenyl)-1-methyl-imidazole-2-carboxamide formate C(=O)O.ClC=1C=C(C=CC1C(=O)N1CCN(CC1)CCN(C)C)NC(=O)C=1N(C(=CN1)C1=CC(=C(C=C1)OC)F)C